2-(4-((5-(trifluoromethyl)pyridin-2-yl)oxy)phenoxy)propanoic acid FC(C=1C=CC(=NC1)OC1=CC=C(OC(C(=O)O)C)C=C1)(F)F